O1C(=CSCC1)C=1N=CN(C1)C1=C(C=C(C=N1)N)F 6-(4-(5,6-dihydro-1,4-oxathiin-2-yl)-1H-imidazol-1-yl)-5-fluoropyridin-3-amine